CN(C(=O)OC=1C(=CC(=C(C1)SSC1=C(C=C(C(=C1)OC(=O)N(C)C)C)C)C)C)C bis(5-dimethylaminocarbonyloxy-2,4-dimethylphenyl) disulfide